5-hydroxy-N-(6-methylpyridin-3-yl)-1-(pyridin-2-yl)-1H-pyrazole-3-carboxamide OC1=CC(=NN1C1=NC=CC=C1)C(=O)NC=1C=NC(=CC1)C